CC1(CC(C1)N1C(N(C(C1)C#N)C1=CN=CC2=CC=CC=C12)=O)C (3,3-dimethylcyclobutyl)-3-(isoquinolin-4-yl)-2-oxoimidazolidine-4-carbonitrile